N1(CCCCC1)C=1C=CC2=C(C3=CC=C(C=C3[O+]=C2C1)N1CCCCC1)C1=C(C(=O)[O-])C=CC=C1 2-(3,6-Di(piperidin-1-yl)xanthylium-9-yl)benzoate